(4'-(1,1,1,3,3,3-hexafluoro-2-hydroxypropan-2-yl)-2-methyl-[1,1'-biphenyl-4-yl]methyl)-N-isopropyl-4-(pyridin-4-ylmethyl)piperazine-2-carboxamide FC(C(C(F)(F)F)(O)C1=CC=C(C=C1)C1=C(C=C(C=C1)CN1C(CN(CC1)CC1=CC=NC=C1)C(=O)NC(C)C)C)(F)F